BrC=1NC(N(N1)C)=O 5-Bromo-2-methyl-2,4-dihydro-3H-1,2,4-triazol-3-on